3-(4-amino-3-methyl-1H-pyrazol-1-yl)-3-(fluoromethyl)dihydrofuran-2(3H)-one NC=1C(=NN(C1)C1(C(OCC1)=O)CF)C